C1(CCCC1)N1[C@H](C(N(C=2C=NC(=NC12)NC1=C(C=C(C=C1)CC(=O)NC1CCN(CC1)C)OC)C)=O)CC (S)-2-[4-(8-cyclopentyl-7-ethyl-5-methyl-6-oxo-5,6,7,8-tetrahydropteridin-2-ylamino)-3-methoxyphenyl]-N-(1-methylpiperidin-4-yl)acetamide